8-Bromo-[1,2,3]triazolo[5,1-a]isoquinoline BrC=1C=C2C=CN3C(C2=CC1)=CN=N3